1-methyl-5-[4-[[4-[[5-(trifluoromethyl)-2-pyridyl]amino]-1-piperidyl]sulfonyl]phenyl]indazole-3-carbonitrile CN1N=C(C2=CC(=CC=C12)C1=CC=C(C=C1)S(=O)(=O)N1CCC(CC1)NC1=NC=C(C=C1)C(F)(F)F)C#N